2-((L-valyl)oxy)ethyl 4-(7-(1H-1,2,3-triazol-4-yl)-9H-fluoren-2-yl)-1H-1,2,3-triazole-5-carboxylate N1N=NC(=C1)C1=CC=C2C=3C=CC(=CC3CC2=C1)C=1N=NNC1C(=O)OCCOC([C@@H](N)C(C)C)=O